(S)-2-((4-(6-((2-fluoro-4-(1-methyl-1H-1,2,3-triazol-4-yl)benzyl)oxy)pyridin-2-yl)piperidin-1-yl)methyl)-1-(oxetan-2-ylmethyl)-1H-benzo[d]imidazole-6-carboxylic acid FC1=C(COC2=CC=CC(=N2)C2CCN(CC2)CC2=NC3=C(N2C[C@H]2OCC2)C=C(C=C3)C(=O)O)C=CC(=C1)C=1N=NN(C1)C